N-((5-(2,6-dioxopiperidin-3-yl)-4-oxo-5,6-dihydro-4H-thieno[3,4-c]pyrrol-1-yl)methyl)-2-oxo-2-(4-(1,1,1-trifluoropropan-2-yl)phenyl)acetamide O=C1NC(CCC1N1CC=2C(C1=O)=CSC2CNC(C(C2=CC=C(C=C2)C(C(F)(F)F)C)=O)=O)=O